5-Chloro-3-cyclopropylpyrazolo[1,5-a]pyrimidine ClC1=NC=2N(C=C1)N=CC2C2CC2